tert-butyl 2-(3-fluoro-4-(2,3,9-trimethyl-6-(oxazol-2-ylmethyl)-6H-thieno[3,2-f][1,2,4]triazolo[4,3-a][1,4]diazepin-4-yl) benzyl)-7-azaspiro[3.5]nonane-7-carboxylate FC=1C=C(CC2CC3(C2)CCN(CC3)C(=O)OC(C)(C)C)C=CC1C1=NC(C=3N(C2=C1C(=C(S2)C)C)C(=NN3)C)CC=3OC=CN3